C(C)N1[C@H](C=2C=CN=C(C3=CN4C(C(OCCCCC[C@@H](NC1=O)CCC(F)(F)F)=N3)=NC=C4)C2)C (12S,16R)-13-ethyl-12-methyl-16-(3,3,3-trifluoropropyl)-12,13,16,17,18,19,20,21-octahydro-6,23-(azeno)-11,7-(metheno)imidazo[2,1-c][1,4,8,13,15]oxatetraazacyclohenicosin-14(15H)-one